NC1=NC(=C(C(=N1)C)CC=1C=C(C=CC1OC)C(C#N)(C)C)NC(CCSC)CCCC 2-(3-((2-amino-4-methyl-6-((1-(methylthio)heptan-3-yl)amino)pyrimidin-5-yl)methyl)-4-methoxyphenyl)-2-methylpropanenitrile